NCCCCN1C(C2=CC=CC(=C2C1)C=1C=C(O[C@H]2C[C@H](N(C2)C(=O)C=2N(C(=NC2)C2=C(C=C(C=C2)F)F)C)C(=O)O)C=CC1)=O (2S,4S)-4-[3-[2-(4-aminobutyl)-1-oxo-isoindolin-4-yl]phenoxy]-1-[2-(2,4-difluorophenyl)-3-methyl-imidazole-4-carbonyl]pyrrolidine-2-carboxylic acid